[N+](=O)([O-])C=1N=C(NC1)CCCCS(=O)(=O)O 4-nitroimidazolebutanesulfonic acid